C12=CC=C(N1)C=C1C=CC(=N1)C=C1C=CC(N1)=CC=1C3=C(C(N1)=C2)C=CC=C3 BENZOPORPHYRINE